BrC1=CC(=C(OCC2(CCOCC2)O)C(=C1)F)F 4-[(4-bromo-2,6-difluorophenoxy)methyl]oxan-4-ol